CC=1N=NC=C(C1[C@@H](C)OC=1C=C2C(=NNC2=CC1OC)C=1C=NC(=C(C#N)C1)N1C[C@@H](CC1)C(C)(C)O)C 5-(5-((R)-1-(3,5-dimethylpyridazin-4-yl)ethoxy)-6-methoxy-1H-indazol-3-yl)-2-((R)-3-(2-hydroxypropan-2-yl)pyrrolidin-1-yl)nicotinonitrile